3-(5-(((1r,2s)-2-aminocyclopentyl)amino)-1-oxoisoindolin-2-yl)piperidine-2,6-dione N[C@@H]1[C@@H](CCC1)NC=1C=C2CN(C(C2=CC1)=O)C1C(NC(CC1)=O)=O